O.O(Cl)Cl.[Hf+4] Hafnium(IV) oxychloride hydrate